C1(=CC=C(C=C1)N1C(CC(C=C1)(C)C)=O)N1C(CC(C=C1)(C)C)=O 1,1'-(1,4-phenylene)bis(4,4-dimethyl-3,4-dihydropyridin-2(1H)-one)